C(C1=CC=CC=C1)OC1=C(C(=O)N2CC3=CC=CC(=C3C2)N2CCC2)C(=CC(=C1)O)O (2-(2-(benzyloxy)-4,6-dihydroxybenzoyl)isoindolin-4-yl)azetidine